C(CCC)C1=CC=C(C=C1)C#CC=1N=CC(=NC1)N 5-[2-(4-butylphenyl)ethynyl]pyrazin-2-amine